ClC=1C(=C(C=CC1)NC1=C(C(=O)OC)C=C(C(=C1)C(F)(F)F)F)C=O methyl 2-((3-chloro-2-formylphenyl) amino)-5-fluoro-4-(trifluoromethyl)-benzoate